2-ethylbutyl (S)-2-(((S)-(((2R,3S,5R)-5-(6-amino-2-fluoro-9H-purin-9-yl)-2-ethynyl-3-hydroxytetrahydrofuran-2-yl)methoxy)(phenoxy) phosphoryl)amino)-3-(3,5-difluorophenyl)propanoate NC1=C2N=CN(C2=NC(=N1)F)[C@H]1C[C@@H]([C@@](O1)(C#C)CO[P@](=O)(OC1=CC=CC=C1)N[C@H](C(=O)OCC(CC)CC)CC1=CC(=CC(=C1)F)F)O